antiMony ethoxide [O-]CC.[Sb+3].[O-]CC.[O-]CC